3-[2-chloro-3-[[ethyl-(methyl)sulfamoyl]amino]-6-fluoro-benzoyl]-5-(4-piperazin-1-ylphenyl)-1H-pyrrolo[2,3-b]pyridine ClC1=C(C(=O)C2=CNC3=NC=C(C=C32)C3=CC=C(C=C3)N3CCNCC3)C(=CC=C1NS(N(C)CC)(=O)=O)F